C[C@@H](C1=CC=CC=C1)N S-(-)-α-phenylethylamine